4,5-epoxy-1-pentene C=CCC1CO1